2-iodo-N-((3S,4S)-3-methoxytetrahydro-2H-pyran-4-yl)-1-(2,2,2-trifluoroethyl)-1H-indol-4-amine IC=1N(C=2C=CC=C(C2C1)N[C@@H]1[C@@H](COCC1)OC)CC(F)(F)F